C(N)(=O)C1=NC(=CC2=C1NC(N2C2=CC(=C(C(=C2)OC)OC)OC)=O)C=2C=CC(=C(C(=O)O)C2)OC 5-[4-carbamoyl-2-oxo-1-(3,4,5-trimethoxyphenyl)-2,3-dihydro-1H-imidazo[4,5-c]pyridin-6-yl]-2-methoxybenzoic acid